1,4,7,10-tetraoxacyclododecane-8-ene O1CCOCCOC=COCC1